glycidyl ether methylmethacrylate COC(C(=C)C)=O.C(C1CO1)OCC1CO1